CC12CCCC(N1)C2 Methyl-6-azabicyclo[3.1.1]heptane